2-[4-[8-[3-Methyl-4-(piperazine-1-carbonyl)anilino]imidazo[1,2-a]pyrazin-3-yl]-3-(trifluoromethyl)pyrazol-1-yl]acetonitrile CC=1C=C(NC=2C=3N(C=CN2)C(=CN3)C=3C(=NN(C3)CC#N)C(F)(F)F)C=CC1C(=O)N1CCNCC1